5-fluoro-4-[4-fluoro-1-(1-isopropyl)2-methyl-1H-benzimidazol-6-yl]-2-pyrimidinamine FC=1C(=NC(=NC1)N)C=1C=C(C2=C(N(C(=N2)C)C(C)C)C1)F